BrC=1C=CC2=C(N(N=N2)CC(F)F)C1 6-bromo-1-(2,2-difluoroethyl)-1H-benzo[d][1,2,3]-triazole